2,2-difluoro-3-((1R,3R)-1-(6-fluoro-3-(2-((3-fluoropropyl)amino)ethoxy)-2-methylphenyl)-3-methyl-1,3,4,9-tetrahydro-2H-pyrido[3,4-b]indol-2-yl)propionic acid FC(C(=O)O)(CN1[C@@H](C=2NC3=CC=CC=C3C2C[C@H]1C)C1=C(C(=CC=C1F)OCCNCCCF)C)F